(1S,3'R,4'S,5'S,6'R)-5-methoxy-6-(4-ethyloxylphenyl)-6'-methyl-3',4',5',6'-tetrahydro-3H-spiro[isobenzofuran-1,2'-pyran]-3',4',5'-triol COC=1C=C2CO[C@]3(O[C@@H]([C@H]([C@@H]([C@H]3O)O)O)C)C2=CC1C1=CC=C(C=C1)OCC